[Na+].C(CCCCCCCCCCC)(=O)N(CC(=O)[O-])C N-Dodecanoyl-N-methylglycine sodium salt